4-(3-((3-(dimethylamino)benzyl)(3-methoxybenzyl)amino)benzyl)piperazin-2-one CN(C=1C=C(CN(C=2C=C(CN3CC(NCC3)=O)C=CC2)CC2=CC(=CC=C2)OC)C=CC1)C